P(=O)(O)(O)OCC(=O)[C@@H](O)[C@H](O)[C@H](O)CO fructose 1-phosphoate